C(C1=CC=CC=C1)(=O)O.C(C1=CC=CC=C1)(=O)O.C(C)(C)(C)C1=C(O)C=CC(=C1)O tert-butylhydroquinone dibenzoate